ClC1=NC=2C=CC=C(C2C(=N1)Cl)C(=O)OC methyl 2,4-dichloroquinazoline-5-carboxylate